(6aS,9R)-N-ethyl-4,6,6a,7,8,9-hexahydroindolo[4,3-fg]quinoline-9-carboxamide C(C)NC(=O)[C@H]1CN[C@H]2CC=3C4=C(C2=C1)C=CC=C4NC3